C(C)C1=CN=C(S1)C=1C=C(OC[C@@H]2CN(CCO2)C(=O)OC(C)(C)C)C=C(C1)C(=O)OC Tert-butyl (2S)-2-{[3-(5-ethyl-1,3-thiazol-2-yl)-5-(methoxycarbonyl)phenoxy] methyl}morpholine-4-carboxylate